(2S)-3-methoxy-2-(3-methoxyphenyl)-N-[5-[[(3R)-1-pyridazin-3-ylpyrrolidin-3-yl]amino]-1,3,4-thiadiazol-2-yl]propanamide COC[C@@H](C(=O)NC=1SC(=NN1)N[C@H]1CN(CC1)C=1N=NC=CC1)C1=CC(=CC=C1)OC